FC1=C(C=C(C(=C1)C#CC1=CC=C(C=C1)C1CCC(CC1)CCCCC)F)N=C=S 2,5-difluoro-1-isothiocyanato-4-((4-(4-n-pentylcyclohexyl)phenyl)ethynyl)benzene